3-(N,N-dimethylamino)propylamine CN(C)CCCN